(S)-1-(1H-indole-3-carbonyl)-N-(3,4,5-trifluorophenyl)pyrrolidine-3-carboxamide N1C=C(C2=CC=CC=C12)C(=O)N1C[C@H](CC1)C(=O)NC1=CC(=C(C(=C1)F)F)F